2-(cyclobutylmethyl)-5-(imidazo[1,2-b]pyridazin-6-yl)-7H-pyrrolo[2,3-d]pyrimidine C1(CCC1)CC=1N=CC2=C(N1)NC=C2C=2C=CC=1N(N2)C=CN1